FC1=C(C=CC(=C1)F)N1CCN(CC1)CC1=CC(=C(CNC2=C3C(N(C(C3=CC=C2)=O)C2C(NC(CC2)=O)=O)=O)C=C1)F 4-(4-((4-(2,4-difluorophenyl)piperazin-1-yl)methyl)-2-fluorobenzylamino)-2-(2,6-dioxopiperidin-3-yl)isoindoline-1,3-dione